OC[C@H]1N(C[C@@H](CC1)C)C(=O)OC(C)(C)C |r| tert-Butyl rac-(2S,5R)-2-(hydroxymethyl)-5-methyl-piperidine-1-carboxylate